C=C1CC(C1)CNC(OCC1=CC=CC=C1)=O Benzyl ((3-methylidenecyclobutyl)methyl)carbamate